7-chloro-3-(isoquinolin-4-yl)quinazoline-2,4(1H,3H)-dione ClC1=CC=C2C(N(C(NC2=C1)=O)C1=CN=CC2=CC=CC=C12)=O